tert-Butyl (R)-3-thiomorpholino-pyrrolidine-1-carboxylate S1CCN(CC1)[C@H]1CN(CC1)C(=O)OC(C)(C)C